Potassium Tantalate [O-][Ta](=O)=O.[K+]